C1(CCCCC1)C1=NC2=CC=CC=C2C(N1)=O 2-cyclohexyl-4[3H]quinazolinone